C(C)S(=O)(=O)N1N=C(C(=C1)N)C 1-(ethylsulfonyl)-3-methyl-1H-pyrazol-4-amine